Cyclopentylamino-pregn-5-en C1(CCCC1)NCC[C@H]1CC[C@H]2[C@@H]3CC=C4CCCC[C@]4(C)[C@H]3CC[C@]12C